ClC1=C(CN2C3=C(SCC2=O)C=CC(=C3)NC(=O)NC3=CNC2=CC=CC=C32)C(=CC=C1OC)F 1-(4-(2-chloro-6-fluoro-3-methoxybenzyl)-3-oxo-3,4-dihydro-2H-benzo[b][1,4]thiazin-6-yl)-3-(1H-indol-3-yl)urea